COC1=CC=C2C=NN(C2=C1NS(=O)(=O)C=1C=NC(=CC1)N1N=CC(=C1)C)C N-(6-METHOXY-1-METHYL-1H-INDAZOL-7-YL)-6-(4-METHYL-1H-PYRAZOL-1-YL)PYRIDINE-3-SULFONAMIDE